C(CCCCCCC\C=C/CCCCCCCC)(=O)[O-].[Ce+3].C(CCCCCCC\C=C/CCCCCCCC)(=O)[O-].C(CCCCCCC\C=C/CCCCCCCC)(=O)[O-] cerium oleate